3-bromo-1-(3-chloropyridin-2-yl)-N-(2-bromo-4-chloro-6-(methyl-isopropylaminoformyl)phenyl)-N-methyl-1H-pyrazole-5-carboxamide BrC1=NN(C(=C1)C(=O)N(C)C1=C(C=C(C=C1C(=O)N(C(C)C)C)Cl)Br)C1=NC=CC=C1Cl